Butyl (3-(5-((2-ethyl-5,7-dimethyl-3H-imidazo[4,5-b]pyridin-3-yl)methyl) pyridin-2-yl)-5-(o-tolyl)thiophen-2-yl)sulfonylcarbamate C(C)C1=NC=2C(=NC(=CC2C)C)N1CC=1C=CC(=NC1)C1=C(SC(=C1)C1=C(C=CC=C1)C)S(=O)(=O)NC(OCCCC)=O